8-fluoro-2,5-dimethyl-4-(methyl-d3)-6-nitro-4,5-dihydro-2H-[1,2,3]triazolo[4,5-c]quinoline FC1=CC=2C=3C(C(N(C2C(=C1)[N+](=O)[O-])C)C([2H])([2H])[2H])=NN(N3)C